N-[4-(1-{[2-(trifluoromethyl)pyrimidin-5-yl]carbonyl}piperidin-4-yl)butyl]-1H-pyrrolo[3,2-c]pyridine-2-carboxamide FC(C1=NC=C(C=N1)C(=O)N1CCC(CC1)CCCCNC(=O)C1=CC=2C=NC=CC2N1)(F)F